(S)-2-(1-Cyclopropyl-7-methyl-4-oxo-1,4-dihydro-5H-pyrazolo[3,4-d]pyridazin-5-yl)-N-(1-(p-tolyl)ethyl)acetamid C1(CC1)N1N=CC2=C1C(=NN(C2=O)CC(=O)N[C@@H](C)C2=CC=C(C=C2)C)C